C1(CC1)C1=C(C(=NO1)C1=C(C=NC=C1Cl)Cl)C1=CC2(C1)CCN(CC2)C2=NC=C(C(=O)O)C(=C2)OC 6-(2-(5-cyclopropyl-3-(3,5-dichloropyridin-4-yl)isoxazol-4-yl)-7-azaspiro[3.5]non-1-en-7-yl)-4-methoxynicotinic acid